5-formyl-2-(3-(trifluoromethyl)phenoxy)benzonitrile C(=O)C=1C=CC(=C(C#N)C1)OC1=CC(=CC=C1)C(F)(F)F